[Cl-].N1=C(C=CC=C1)C1=NC=CC=C1 2,2'-bipyridine, chloride salt